C(C)(C)(C)OC(NC=1C=2N(C=C(C1)CBr)C=CN2)=O N-[6-(bromomethyl)imidazo[1,2-a]pyridin-8-yl]carbamic acid tert-butyl ester